COC(/C(=C/[O-])/C(=O)OC)OC.[Na+] sodium (1Z)-2-(di-methoxymethyl)-3-methoxy-3-oxoprop-1-en-1-olate